4-methyl-9,10-bis(2-carboxycyclohexyl)carbonyloxyanthracene CC1=CC=CC2=C(C3=CC=CC=C3C(=C12)OC(=O)C1C(CCCC1)C(=O)O)OC(=O)C1C(CCCC1)C(=O)O